4-(5-(((R)-6,7-dihydro-5H-cyclopenta[b]pyridin-5-yl)carbamoyl)thiophen-2-yl)-6-(2-(4-fluorophenyl)propyl)-2-isobutyl-5-(5-methyl-1,3,4-oxadiazol-2-yl)nicotinamide N1=C2C(=CC=C1)[C@@H](CC2)NC(=O)C2=CC=C(S2)C2=C(C(=NC(=C2C(=O)N)CC(C)C)CC(C)C2=CC=C(C=C2)F)C=2OC(=NN2)C